(R)-4-((1-(3-amino-5-(trifluoromethyl)phenyl)ethyl)amino)-6-(4-methyl-3-oxopiperazine-1-yl)phthalazin-1(2H)-one NC=1C=C(C=C(C1)C(F)(F)F)[C@@H](C)NC1=NNC(C2=CC=C(C=C12)N1CC(N(CC1)C)=O)=O